CN(C)C=NS(=O)(=O)C=1C(=NC=C(C1)N=C(C1=CC=CC=C1)C1=CC=CC=C1)C=1C=NN(C1)C N-[(dimethylamino)methylene]-5-[(diphenylmethylene)amino]-2-(1-methyl-1H-pyrazol-4-yl)pyridine-3-sulfonamide